NC1=C2C(=NC=N1)N(N=C2C2=CC=C(C=C2)OC2=CC=CC=C2)C2CCN(CC2)C(=O)C2CN(C2)C2CCN(CC2)C=2C=C1C(N(C(C1=CC2)=O)C2C(NC(CC2)=O)=O)=O 5-(4-(3-(4-(4-amino-3-(4-phenoxyphenyl)-1H-pyrazolo[3,4-d]pyrimidin-1-yl)piperidine-1-carbonyl)azetidin-1-yl)piperidin-1-yl)-2-(2,6-dioxopiperidin-3-yl)isoindoline-1,3-dione